1,4-diethyl-1,2,3,4-tetrahydroquinoxalin C(C)N1CCN(C2=CC=CC=C12)CC